C(C)(=O)N(C(CC)C1CCN(CC1)C1CC2(C1)CN(CC2)C(=O)OCC)CC ethyl 2-(4-{1-[acetyl (ethyl) amino] propyl} piperidin-1-yl)-6-azaspiro[3.4]octane-6-carboxylate